ClC=1C(=NC(=NC1)NC1=C(C=C(C=C1)C1CCN(CC1)C1CCN(CC1)C(=O)OC(C)(C)C)OC)NC1=C(C=CC=C1)P(=O)(C)C tert-butyl 4-(4-((5-chloro-4-((2-(dimethylphosphoryl)phenyl)amino)pyrimidin-2-yl)amino)-3-methoxyphenyl)-[1,4'-bipiperidine]-1'-carboxylate